ethyl 2-{[(tert-butoxy)carbonyl](methyl)amino}-5-[(2S)-3-{4-[3-(dimethylamino)prop-1-yn-1-yl]-2-fluorophenoxy}-2-methylpropyl]-1,3-thiazole-4-carboxylate C(C)(C)(C)OC(=O)N(C=1SC(=C(N1)C(=O)OCC)C[C@@H](COC1=C(C=C(C=C1)C#CCN(C)C)F)C)C